(R)-(1-(4-fluoro-3-(trifluoromethyl)phenyl)cyclopropyl)(pyrrolidin-2-ylmethyl)carbamic acid ethyl ester C(C)OC(N(C[C@@H]1NCCC1)C1(CC1)C1=CC(=C(C=C1)F)C(F)(F)F)=O